3,7-dibutylcyclooctan-1,5-diene-1,2,5,6-tetracarboxylic acid C(CCC)C1C(=C(CC(C(=C(C1)C(=O)O)C(=O)O)CCCC)C(=O)O)C(=O)O